ClC=1C=NC(=C(C(=O)NC2CCC(CC2)CN2C(N(C3=C2C=CC=C3)C=3C=C2C=C(N(C2=CC3)C)C(=O)N)=O)C1)C 5-(3-(((1r,4r)-4-(5-chloro-2-methylnicotinamido)cyclohexyl)methyl)-2-oxo-2,3-dihydro-1H-benzo[d]imidazol-1-yl)-1-methyl-1H-indole-2-carboxamide